C1(CC1)NC1=CC=C(C=C1)[N+](=O)[O-] cyclopropyl-4-nitroaniline